Cl.FC1=C(SC2=C1CC(CC2)N)C 3-fluoro-2-methyl-4,5,6,7-tetrahydrobenzothiophen-5-amine hydrochloride